6-fluoro-3-isopropyl-2-(2-methylpyridin-4-yl)-5-(piperidin-4-yl)-1H-indole FC1=C(C=C2C(=C(NC2=C1)C1=CC(=NC=C1)C)C(C)C)C1CCNCC1